FC1=C(C=CC(=C1)F)C1CC2=C(NN=C2C(=O)N[C@@H]2C(N(C3=C(OC2)C=CC=C3)C)=O)CO1 5-(2,4-difluorophenyl)-N-((S)-5-methyl-4-oxo-2,3,4,5-tetrahydrobenzo[b][1,4]oxazepin-3-yl)-1,4,5,7-tetrahydropyrano[3,4-c]pyrazole-3-carboxamide